3,8-dimethoxy-6H-benzo[c]thiochromene COC1=CC=C2C3=C(CSC2=C1)C=C(C=C3)OC